BrC1=C2CCNC2=CC(=C1)OC 4-bromo-6-methoxy-2,3-dihydro-1H-indole